NCCCCCC(=O)N1[C@@H](CC(C1)O)C(=O)O N-(aminocaproyl)-4-hydroxyproline